2-(1H-indol-3-yl)-N-(3-methoxybenzyl)ethan-1-amine N1C=C(C2=CC=CC=C12)CCNCC1=CC(=CC=C1)OC